CC(C(C)=O)(C)C 3,3-dimethyl-butanone